6-(aminomethyl)isoindol-1-one NCC1=CC=C2C=NC(C2=C1)=O